(3R,4R)-3,4-bis((methylsulfonyloxy)methyl)pyrrolidine-1-carboxylic acid tert-butyl ester C(C)(C)(C)OC(=O)N1C[C@@H]([C@H](C1)COS(=O)(=O)C)COS(=O)(=O)C